ClC1=C(C(=NN1C)C)/C=N/O (E)-5-chloro-1,3-dimethyl-1H-pyrazole-4-carbaldehyde oxime